6-(2,6-Diisopropylphenylimino)ethyl-2-propionylpyridin C(C)(C)C1=C(C(=CC=C1)C(C)C)N=CCC1=CC=CC(=N1)C(CC)=O